3-cyclopentyl-5-(4-methoxyphenyl)-7-morpholinoisoxazolo[4,5-d]pyrimidine C1(CCCC1)C1=NOC2=C1N=C(N=C2N2CCOCC2)C2=CC=C(C=C2)OC